C12C(C3C1C(=O)OC3=O)C(=O)OC2=O cyclobutane-1,2,3,4-Tetracarboxylic dianhydride